C(C)(C)N(C(O)=O)C(C)C.C(C)(C)N(C(O)=O)C(C)C.OCC1=C(C=CC=C1)O 2-(hydroxymethyl)phenol bis(diisopropylcarbamate)